C[Si](C(CCCCCN(CC)CC)[SiH2]CNCCC[Si](OC)(OC)C)(OCC)OCC 1-methyldiethoxysilyl-6-(diethylamino)(methyldimethoxysilylpropylamino)methylsilylhexane